tert-butyl (R)-4-((3-(acetylthio)pyrrolidin-1-yl)methyl)piperidine-1-carboxylate C(C)(=O)S[C@H]1CN(CC1)CC1CCN(CC1)C(=O)OC(C)(C)C